1-methyl-1,2,3-benzotriazole-5-formaldehyde CN1N=NC2=C1C=CC(=C2)C=O